6-((isobutylamino)methyl)imidazo[1,2-a]pyridine-8-carboxylic acid lithium [Li].C(C(C)C)NCC=1C=C(C=2N(C1)C=CN2)C(=O)O